FC1=CC=C(C=N1)C1=NC(=C2C(=N1)N(N=C2)C2=CC=CC=C2)NC(=O)C=2SC(=CC2)[N+](=O)[O-] N-(6-(6-fluoropyridin-3-yl)-1-phenyl-1H-pyrazolo[3,4-d]pyrimidin-4-yl)-5-nitrothiophene-2-carboxamide